C(CCC)OCCOP(OCCOCCCC)(OCCOCCCC)=O Phosphoric acid tris(2-n-butoxyethyl) ester